C1(=CC=CC=C1)C=CC(=O)C1=C(C=CC=C1)CC(=O)O 2-[2-(3-Phenylprop-2-enoyl)phenyl]acetic acid